5-(trifluoromethyl)benzofuran-2-carboxylic acid methyl ester COC(=O)C=1OC2=C(C1)C=C(C=C2)C(F)(F)F